tert-Butyl 4-benzyl-3-oxopiperazine-1-carboxylate C(C1=CC=CC=C1)N1C(CN(CC1)C(=O)OC(C)(C)C)=O